BrCC1=CC(=C(C=C1)OC)OC 4-(bromomethyl)-1,2-dimethoxybenzene